ethoxycarbohydrazide CCOC(=O)NN